(S)-(4-(1-aminoethyl)thiazol-2-yl)(1H-pyrrolo[2,3-c]pyridin-3-yl)methanone N[C@@H](C)C=1N=C(SC1)C(=O)C1=CNC2=CN=CC=C21